(R)-1-((3-(2-(1-((2-amino-5-bromopyridin-3-yl)oxy)ethyl)-4-fluorophenyl)pyrazin-2-yl)methyl)-1H-imidazole-4-carbonitrile NC1=NC=C(C=C1O[C@H](C)C1=C(C=CC(=C1)F)C=1C(=NC=CN1)CN1C=NC(=C1)C#N)Br